N-(3-indolylacetyl)-L-valine N1C=C(C2=CC=CC=C12)CC(=O)N[C@@H](C(C)C)C(=O)O